2-(7-chloroimidazo[1,2-a]pyridin-2-yl)-N-((1r,2r)-1-(2,3-dihydrobenzo[b][1,4]dioxin-6-yl)-1-hydroxy-3-(pyrrolidin-1-yl)propan-2-yl)-2,2-difluoroacetamide ClC1=CC=2N(C=C1)C=C(N2)C(C(=O)N[C@@H]([C@H](O)C2=CC1=C(OCCO1)C=C2)CN2CCCC2)(F)F